C(C)[C@@H]1[C@H]([C@@H]1C=1C=NN(C1)C)C(=O)NC=1N=CC2=CC(=C(C=C2C1)C=1C=[N+](C=CC1C)[O-])F 3-(3-((1R,2S,3R)-2-Ethyl-3-(1-methyl-1H-pyrazol-4-yl)cyclopropan-1-carboxamido)-7-fluoroisochinolin-6-yl)-4-methylpyridin-1-oxid